tetrafluoroethanesultone FC1(C(S(=O)(=O)O1)(F)F)F